ClC1=CC(=C(N=N1)C(=C)OCC)OC 6-chloro-3-(1-ethoxyvinyl)-4-methoxypyridazine